O.[O].[O] di-oxygen water